C(\C=C\C1=CC=C(C=C1)O)/C(/C(=O)O)=C\C1=CC=C(C=C1)O.C(\C=C\C1=CC=C(C=C1)O)(=O)OCC=CC1=CC=C(C=C1)O p-Hydroxycinnamyl coumarate (p-coumaryl coumarate)